Methyl 1-(cyclopropylmethyl)-6-(2H3)methoxy-1H-pyrrolo[2,3-b]pyridine-2-carboxylate C1(CC1)CN1C(=CC=2C1=NC(=CC2)OC([2H])([2H])[2H])C(=O)OC